(±)-oxepan-3-amine O1C[C@@H](CCCC1)N |r|